tert-butyl 3-[6-(2-cyano-3,6-difluoro-phenoxy)-4-oxo-quinazolin-3-yl]-1,1-dioxo-1-thia-8-azaspiro[4.5]decane-8-carboxylate C(#N)C1=C(OC=2C=C3C(N(C=NC3=CC2)C2CS(C3(C2)CCN(CC3)C(=O)OC(C)(C)C)(=O)=O)=O)C(=CC=C1F)F